C(CCCC)[N+](CCCCCC)(CCCCCC)CCCCCC pentyltrihexylammonium